COC(=O)C1=CC=CC=2C=COC21 benzofuran-7-carboxylic acid methyl ester